BrC=1C=C2C(=CN=C(C2=C(C1)F)Cl)C 6-bromo-1-chloro-8-fluoro-4-methyl-isoquinoline